1'-((3-Ethyl-2-carbonyl-5-(trifluoromethyl)-1,2-dihydroquinolin-7-yl)methyl)-N-methyl-1',2',3',6'-Tetrahydro-[3,4'-bipyridine]-6-carboxamide C(C)C=1C(NC2=CC(=CC(=C2C1)C(F)(F)F)CN1CCC(=CC1)C=1C=NC(=CC1)C(=O)NC)=C=O